[3-(benzofuran-3-yl)-1-(methylsulfanyl-methyl)pyrazolo[4,3-c]pyridin-6-yl]-(4-hydroxy-4-methyl-1-piperidinyl)methanone O1C=C(C2=C1C=CC=C2)C2=NN(C1=C2C=NC(=C1)C(=O)N1CCC(CC1)(C)O)CSC